N[C@H](C(=O)N[C@H](CNC(=O)[C@]1([C@@H](CC[C@H](C1)C)C(C)C)O)C1=CC=CC=C1)C (1S,2S,5R)-N-((S)-2-((S)-2-aminopropionamido)-2-phenylethyl)-1-hydroxy-2-isopropyl-5-methylcyclohexane-1-carboxamide